OC1=C(C=CC(=C1)O)C(\C=C/C1=CC(=C(C=C1)OC)OC)=O (Z)-1-(2,4-Dihydroxyphenyl)-3-(3,4-dimethoxyphenyl)prop-2-en-1-one